2-amino-3-(5-chloro-2-nitrophenyl)propionic acid NC(C(=O)O)CC1=C(C=CC(=C1)Cl)[N+](=O)[O-]